N-[4-(3-cyanophenyl)-5-(2,6-dimethyl-4-pyridyl)thiazol-2-yl]-2-oxa-7-azaspiro[3.4]octane-7-carboxamide C(#N)C=1C=C(C=CC1)C=1N=C(SC1C1=CC(=NC(=C1)C)C)NC(=O)N1CCC2(COC2)C1